BrCCCCC(=O)NC=1NN=C(N1)C1=CC=NC=C1 5-bromo-N-(5-(pyridin-4-yl)-2H-1,2,4-triazol-3-yl)pentanamide